trimethylglycine fumarate C(\C=C\C(=O)O)(=O)O.C[N+](C)(C)CC(=O)[O-]